5-FLUORO-N-(4-(3-(2-HYDROXY-2-METHYL-PROPANAMIDO)BICYCLO[1.1.1]PENTAN-1-YL)PHENYL)ISOINDOLINE-2-CARBOXAMIDE FC=1C=C2CN(CC2=CC1)C(=O)NC1=CC=C(C=C1)C12CC(C1)(C2)NC(C(C)(C)O)=O